COC1=CC=C(S1)CNCC1=CC(=NC=C1)N1CCCCC1 N-[(5-methoxy-2-thienyl)methyl]-1-[2-(1-piperidyl)-4-pyridyl]methanamine